NC=1C(=NC(=CC1C(F)(F)F)C1=CC(=CC=C1)C1=NOC(=C1)[C@]1(C(N(CC1)C)=O)O)C(=O)N (R)-3-Amino-6-(3-(5-(3-hydroxy-1-methyl-2-oxopyrrolidin-3-yl)isoxazol-3-yl)phenyl)-4-(trifluoromethyl)picolinamide